C1(=CC=CC2=CC=CC=C12)CCC=O 3-(naphthalen-1-yl)propanal